NC1=NC(=C2N=CN(C2=N1)[C@H]1C=C[C@H](C1)COP(=O)(OC1=CC=C(C2=CC=CC=C12)Br)N[C@@H](C)C(=O)OC)OC Methyl ((((1S,4R)-4-(2-amino-6-methoxy-9H-purin-9-yl)cyclopent-2-en-1-yl)methoxy)((4-bromonaphthalen-1-yl)oxy)phosphoryl)-L-alaninate